OC1=CC=C(C=2N1C(=CN2)C#N)I 5-hydroxy-8-iodoimidazo[1,2-a]pyridine-3-carbonitrile